C1=CC=CC=2C3=CC=CC=C3C(C12)COC(=O)N[C@@H](C(=O)NC1(CCN(CC1)C(=O)OC(C)(C)C)CC1=NC=CC=C1)C tert-butyl (R)-4-(2-((((9H-fluoren-9-yl)methoxy)carbonyl)amino)propanamido)-4-(pyridin-2-ylmethyl)piperidine-1-carboxylate